FC1=C(C(=CC=C1)C)C=1C=C/2C(=CN1)NC(\C2=C(\C)/NC=2SC(=CN2)C)=O (Z)-5-(2-Fluoro-6-methylphenyl)-3-(1-((5-methylthiazol-2-yl)amino)ethylidene)-1H-pyrrolo[2,3-c]pyridin-2(3H)-one